FC(C(=O)O)(F)F.ClC1=CC=2C3=C(C=NC2C=C1)N=C(N3C3CN(CC3(F)F)C)CN3N=NN=C3 8-chloro-1-(4,4-difluoro-1-methylpyrrolidin-3-yl)-2-(1H-tetrazol-1-ylmethyl)-1H-imidazo[4,5-c]quinoline, trifluoroacetate salt